2,6-diaminobenzo[1,2-b:4,5-b']difuran-3,7-dicarboxylic acid di-tert-butyl ester C(C)(C)(C)OC(=O)C=1C=2C(OC1N)=CC1=C(OC(=C1C(=O)OC(C)(C)C)N)C2